CC([O-])C.C(CCCCCCC\C=C/CCCCCCCC)C(C(CC(=O)[O-])=O)CCCCCCCC\C=C/CCCCCCCC.[Al+2].CC([C@H](C)N1C(C=CC2=C1N=CN=C2)=O)C 8-[(2S)-3-methylbutan-2-yl]pyrido[2,3-d]pyrimidin-7(8H)-one aluminum dioleylacetoacetate monoisopropoxide